N-isopropyl-aniline hydrochloride Cl.C(C)(C)NC1=CC=CC=C1